CC(C)C=1OC(=CC1NC(=O)NS(N(C=1C=NN(C1)C(C)C)CCN(C)C)(=O)=O)C(C)C 1-[2,5-Bis(propan-2-yl)furan-3-yl]-3-{[2-(dimethylamino)ethyl][1-(propan-2-yl)-1H-pyrazol-4-yl]sulfamoyl}urea